ethyl (S)-3-(((S)-tert-butylsulfinyl)amino)-2,2-difluoro-3-(3-fluorophenyl)propanoate C(C)(C)(C)[S@](=O)N[C@H](C(C(=O)OCC)(F)F)C1=CC(=CC=C1)F